BrC=1C(=NC(=NC1)Cl)NC1=C(C(=O)N)C(=CC=C1)F 2-((5-bromo-2-chloropyrimidin-4-yl)amino)-6-fluorobenzamide